C(C=C)(=O)N1C[C@@H](N(CC1)C1=NC(N2C3=C(C(=C(C=C13)Cl)C1=C(C=CC=C1O)F)SCC2)=O)C 7-((S)-4-acryloyl-2-methylpiperazin-1-yl)-9-chloro-10-(2-fluoro-6-hydroxyphenyl)-2,3-dihydro-5H-[1,4]thiazino[2,3,4-ij]quinazolin-5-one